N-(3-(3-fluoropyridin-2-yl)-1-((1s,3s)-3-hydroxycyclobutyl)-1H-pyrazol-4-yl)-2-(1H-pyrazol-4-yl)thiazole-4-carboxamide FC=1C(=NC=CC1)C1=NN(C=C1NC(=O)C=1N=C(SC1)C=1C=NNC1)C1CC(C1)O